({[(2R,3S,4R,5R)-5-[6-chloro-4-(cyclopentylamino)-1H-pyrazolo[3,4-b]pyridin-1-yl]-3,4-dihydroxyoxolanyl-2-yl]methoxy}methyl)phosphonic acid ClC1=CC(=C2C(=N1)N(N=C2)[C@H]2[C@@H]([C@@H](C(O2)=COCP(O)(O)=O)O)O)NC2CCCC2